CC1=CC=C(C=C1)NC2=CC(=CC=C2)O 3-hydroxy-4'-methyldiphenylamine